NC1=NC=CC2=C(C=CC=C12)C1=CC=C2CCN(C2=C1)CC1=C(C=CC=C1)CC(=O)O 2-(2-((6-(1-aminoisoquinolin-5-yl)indolin-1-yl)methyl)phenyl)acetic acid